COC(N[C@@H](CN1N=NC=C1)C)=O (R)-(1-(1H-1,2,3-triazol-1-yl)propan-2-yl)carbamic acid methyl ester